butyl 4-[2-(5-chloropyridin-2-yl)-2-methyl-1,3-benzodioxol-4-yl]piperidine-1-carboxylate ClC=1C=CC(=NC1)C1(OC2=C(O1)C=CC=C2C2CCN(CC2)C(=O)OCCCC)C